(R)-1-((3aR,5S,6aR)-2,2-Dimethyltetrahydrofuro[2,3-d][1,3]dioxol-5-yl)ethan-1-ol CC1(O[C@H]2[C@@H](O1)O[C@@H](C2)[C@@H](C)O)C